2-(3-chloro-4-fluorophenoxy)acetic acid ClC=1C=C(OCC(=O)O)C=CC1F